C(C)(C)(CC)C1=CC=C(OCCN2CCN(CC2)S(=O)(=O)C=2C=C3C(C(NC3=CC2)=O)=O)C=C1 5-((4-(2-(4-t-pentylphenoxy)ethyl)piperazin-1-yl)sulfonyl)indoline-2,3-dione